(S)-2-amino-4-((cyclopropylmethyl)(2-(4-methoxybenzamido)benzyl)amino)butanoic acid N[C@H](C(=O)O)CCN(CC1=C(C=CC=C1)NC(C1=CC=C(C=C1)OC)=O)CC1CC1